5,6-dichloro-3-[(E)-2-nitroethenyl]-1H-indole ClC=1C=C2C(=CNC2=CC1Cl)\C=C\[N+](=O)[O-]